C(CCCCCCCCCCCCCCCCCCC(=O)O)(=O)O icosanediic acid